tert-Butyl 5-(((6-chloropyridazin-3-yl)amino)methyl)-3,4-dihydroisoquinoline-2(1H)-carboxylate ClC1=CC=C(N=N1)NCC1=C2CCN(CC2=CC=C1)C(=O)OC(C)(C)C